COC=1C=C(CNC(C(O)[C@H]2N(CCC2)C(CNC(=O)C2=CC=NC3=CC=C(C=C23)OCCCN(C)C)=O)=O)C=CC1OC N-(2-((2S)-2-(2-((3,4-dimethoxybenzyl)amino)-1-hydroxy-2-oxoethyl)pyrrolidin-1-yl)-2-oxoethyl)-6-(3-(dimethylamino)propoxy)quinoline-4-carboxamide